C1CC12CN(C2)CCN2C1=C(C(C3=CC(=CC=C23)F)=O)C2=CC3=C(C(N2C1)=O)COC([C@]3(O)CC)=O (S)-11-(2-(5-azaspiro[2.3]hexane-5-yl)ethyl)-4-ethyl-8-fluoro-4-hydroxy-1,12-dihydro-14H-pyrano[3',4':6,7]indolizino[2,1-b]quinoline-3,6,14(4H,11H)-trione